C(CC(C)C)N(C([C@H](CC(C)C)NC(=O)[C@@H]1[C@H](O1)C(=O)OCC)=O)C ethyl (2S,3S)-3-(((S)-1-(isopentyl(methyl)amino)-4-methyl-1-oxopentan-2-yl)carbamoyl)oxirane-2-carboxylate